The molecule is a triterpenoid saponin that has 3,16-dihydroxyolean-12-en-28-oic acid as the aglycone. Isolated from the stems of Gordonia chrysandra, it exhibits a strong inhibitory effect on nitric oxide production. It has a role as a plant metabolite and an anti-inflammatory agent. It is a beta-D-glucosiduronic acid, a carboxylic ester, a pentacyclic triterpenoid and a triterpenoid saponin. It derives from a hydride of an oleanane. C[C@H]1[C@@H]([C@H]([C@H]([C@@H](O1)O[C@H]2[C@@H]([C@H](O[C@H]([C@@H]2O)O[C@@H]3[C@H]([C@@H]([C@H](O[C@H]3O[C@H]4CC[C@]5([C@H](C4(C)C)CC[C@@]6([C@@H]5CC=C7[C@]6(C[C@H]([C@@]8([C@H]7CC(CC8)(C)C)C(=O)O[C@H]9[C@@H]([C@H]([C@@H]([C@H](O9)CO)O)O)O)O)C)C)C)C(=O)O)O)O[C@H]1[C@@H]([C@H]([C@@H](CO1)O)O)O)CO)O)O)O)O